9,9'-(2,5-bis(4,6-diphenyl-1,3,5-triazin-2-yl)-1,3-phenylene)bis(9H-carbazole) C1(=CC=CC=C1)C1=NC(=NC(=N1)C1=CC=CC=C1)C1=C(C=C(C=C1N1C2=CC=CC=C2C=2C=CC=CC12)C1=NC(=NC(=N1)C1=CC=CC=C1)C1=CC=CC=C1)N1C2=CC=CC=C2C=2C=CC=CC12